(S)-8-(3,5-bis(trifluoromethyl)phenyl)-3-(2-chloro-4-fluorobenzyl)-6-((2-imino-3-methyl-2,3-dihydro-1H-imidazol-1-yl)methyl)chroman-4-one FC(C=1C=C(C=C(C1)C(F)(F)F)C=1C=C(C=C2C([C@H](COC12)CC1=C(C=C(C=C1)F)Cl)=O)CN1C(N(C=C1)C)=N)(F)F